(8-(4-((1R,5S)-3,8-diazabicyclo[3.2.1]octan-3-yl)-8-fluoro-2-((tetrahydro-1H-pyrrolizin-7a(5H)-yl)methoxy)pyrido[4,3-d]pyrimidin-7-yl)naphthalen-1-yl)methanol [C@H]12CN(C[C@H](CC1)N2)C=2C1=C(N=C(N2)OCC23CCCN3CCC2)C(=C(N=C1)C=1C=CC=C2C=CC=C(C12)CO)F